C(CCCCCC\C=C/CCCCCCCC)C(O[Si](OCCCCCCN(CC#C)C)(C)C)OC\C=C(\CCCC(CCCC(CCCC(C)C)C)C)/C (E)-10-((Z)-heptadec-8-en-1-yl)-N,8,8,14,18,22,26-heptamethyl-N-(prop-2-yn-1-yl)-7,9,11-trioxa-8-silaheptacos-13-en-1-amine